3-Amino-7-fluoro-8-(2-fluoropyridin-3-yl)-N-propylimidazo[1,2-a]pyridine-2-carboxamide NC1=C(N=C2N1C=CC(=C2C=2C(=NC=CC2)F)F)C(=O)NCCC